Cl.C1(CC1)C(C(F)(F)F)NN (1-cyclopropyl-2,2,2-trifluoro-ethyl)hydrazine hydrochloride